(phenyl)phosphonic ACID ETHYL ESTER ethyl-(2-(diethylamino)-2-oxoethyl)(phenyl)phosphinate C(C)OP(=O)(C1=CC=CC=C1)CC(=O)N(CC)CC.C(C)OP(O)(=O)C1=CC=CC=C1